6-(3-amino-2,6-difluorophenyl)-8-methyl-2-(methylsulfanyl)pyrido[4,3-d]pyrimidin-5(6H)-one NC=1C(=C(C(=CC1)F)N1C(C2=C(N=C(N=C2)SC)C(=C1)C)=O)F